C(C(=C)C)(=O)N[C@@H](CCCN)C(=O)O.[Cu] copper methacryloyl-ornithine